(R)-1-(1-(Benzyloxy)-3-(palmitoyloxy)propan-2-yl) 8-(heptadecan-9-yl) octanedioate C(CCCCCCC(=O)OC(CCCCCCCC)CCCCCCCC)(=O)O[C@H](COCC1=CC=CC=C1)COC(CCCCCCCCCCCCCCC)=O